(6S)-6-[[4-(trifluoro-methylsulfonyl)phenyl]methyl]-2-azaspiro[3.4]octane FC(S(=O)(=O)C1=CC=C(C=C1)C[C@H]1CC2(CNC2)CC1)(F)F